N1-(1-allyl-1H-imidazol-2-ylmethyl)-N1-(5,6,7,8-tetrahydroquinolin-8-yl)-butane-1,4-diamine C(C=C)N1C(=NC=C1)CN(CCCCN)C1CCCC=2C=CC=NC12